C(C)N1N=C2C=C(C=CC2=C1C)N(C1=NC(=NC=C1)NC=1C=C(C=CC1)S(=O)(=O)N)C 3-({4-[(2-ethyl-3-methyl-2H-indazol-6-yl)(methyl)amino]pyrimidin-2-yl}amino)benzenesulfonamide